2-bromo-6-(methylsulfonylmethyl)pyridine BrC1=NC(=CC=C1)CS(=O)(=O)C